C(C)OC(C(C1=C(C=C(C=C1)[N+](=O)[O-])[N+](=O)[O-])C1=C(C=C(C=C1)[N+](=O)[O-])[N+](=O)[O-])=O Ethylbis-(2,4-dinitrophenyl)acetat